CN(C1=CC=C(C=N1)C1=CC=C(C=C1)C=1SC2=C(N1)C=CC(=C2)N(CCCCCOC=2C=C(C(C(=O)O)=CC2)C(=O)O)C(=O)OC(C)(C)C)C 4-[5-[[2-[4-[6-(dimethylamino)pyridin-3-yl]-phenyl]-1,3-benzothiazol-6-yl]-[(2-methylpropan-2-yl)oxycarbonyl]amino]pentoxy]phthalic acid